4'-((2,3-bis(2,5-dioxo-2,5-dihydro-1H-pyrrol-1-yl)succinyl)bis(azanediyl))dibutyric acid O=C1N(C(C=C1)=O)C(C(=O)NCCCC(=O)O)C(C(=O)NCCCC(=O)O)N1C(C=CC1=O)=O